OC1=CC=C(C=C1)/C=C/C=1C=C(C=C(C1)O)O 5-[2E-(4-hydroxyphenyl)-ethenyl]benzen-1,3-diol